2-[(2'R,4S)-6-bromo-2'-fluoro-1-oxospiro[3H-isoquinoline-4,1'-cyclopropane]-2-yl]-N-([1,2,4]triazolo[1,5-a]pyridin-2-yl)acetamide BrC=1C=C2C(=CC1)C(N(C[C@@]21[C@@H](C1)F)CC(=O)NC1=NN2C(C=CC=C2)=N1)=O